COC=1C=C(C=C(C1)OC1COCC1)O 3-methoxy-5-((tetrahydrofuran-3-yl)oxy)phenol